ethyldithiodipropylsulfonic acid sodium salt [Na].C(C)SSCCCS(=O)(=O)OCCC